4-{(1R,2R)-2-[3-(1-phenylcyclopropyl)-1,2,4-oxadiazol-5-yl]cyclopropyl}benzenesulfonamide C1(=CC=CC=C1)C1(CC1)C1=NOC(=N1)[C@H]1[C@@H](C1)C1=CC=C(C=C1)S(=O)(=O)N